2',5-dichloro-N-(2-chloropyridin-4-yl)-2,4'-difluoro-[1,1'-biphenyl]-4-carboxamide ClC1=C(C=CC(=C1)F)C1=C(C=C(C(=C1)Cl)C(=O)NC1=CC(=NC=C1)Cl)F